(2-(3-fluoropyrrolidin-1-yl)pyridin-4-yl)methanamine FC1CN(CC1)C1=NC=CC(=C1)CN